[Al].[Sc] Scandium aluminium